[Ir+3].N1=C(C=CC=C1)C1(C(OC2=CC=CC=C2C1)=O)C(=O)[O-].C1(=CC=CC=C1)C1=NC=CC=C1.C1(=CC=CC=C1)C1=NC=CC=C1.N1=C(C=CC=C1)C1(C(OC2=CC=CC=C2C1)=O)C(=O)[O-].N1=C(C=CC=C1)C1(C(OC2=CC=CC=C2C1)=O)C(=O)[O-] Bis(2-phenylpyridine) (3-(pyridine-2-yl)-2H-chromen-2-onate) iridium (iii)